OC1=CC=C(C=C1)C(CN1CC2C(C1)CC(C2)CCC2=CC=CC=C2)=O 1-(4-hydroxyphenyl)-2-(5-phenethylhexahydrocyclopenta[c]pyrrol-2(1H)-yl)ethanone